C([C@@]1([C@H]2[C@@H]3[C@H](N=C(N[C@@]34[C@H]([C@@H]1O[C@]([C@H]4O)(O2)O)O)N)O)O)O The molecule is a quinazoline alkaloid that is a marine toxin isolated from fish such as puffer fish. It has been shown to exhibit potential neutotoxicity due to its ability to block voltage-gated sodium channels. It has a role as a voltage-gated sodium channel blocker, a neurotoxin, a marine metabolite, an animal metabolite and a bacterial metabolite. It is a quinazoline alkaloid, an azatetracycloalkane and an oxatetracycloalkane.